ClC=1C(=NC=C(C1)B(O)O)C 3-CHLORO-2-METHYLPYRIDINE-5-BORONIC ACID